NC=1C=NN(C1OCCC1CN(CC2=CC=CC=C12)C(=O)OC(C)(C)C)C tert-Butyl 4-{2-[(4-amino-1-methyl-1H-pyrazol-5-yl)oxy]ethyl}-3,4-dihydro-isoquinoline-2(1H)-carboxylate